2-[(3-bromo-5-methyl-pyrazolo[3,4-c]pyridin-1-yl)methoxy]ethyl-trimethyl-silane BrC1=NN(C2=CN=C(C=C21)C)COCC[Si](C)(C)C